CC(C(=O)O)C(C(=O)O)C=CC 2-methyl-3-(1-propen-1-yl)-butanedioic acid